2-(ethoxy)ethoxyethylguanidinium chloride [Cl-].C(C)OCCOCCNC(=[NH2+])N